(R)-3-(((tert-Butyldimethylsilyl)oxy)methyl)piperazine-1-carboxylic acid tert-butyl ester C(C)(C)(C)OC(=O)N1C[C@@H](NCC1)CO[Si](C)(C)C(C)(C)C